NCC1=CC=C(C=C1)C1=C(C=C(C#N)C=C1)NC1=NC=NC(=C1)C1=CC=CC=C1 4-[4-(aminomethyl)phenyl]-3-[(6-phenylpyrimidin-4-yl)amino]benzonitrile